C(C=C)(=O)NC1=CC=C(C=C1)C1=C(C2=C(N=CN=C2N)N1C)C1CCN(CC1)C(=O)OC(C)(C)C tert-butyl 4-(6-(4-acrylamidophenyl)-4-amino-7-methyl-7H-pyrrolo[2,3-d]pyrimidin-5-yl)piperidine-1-carboxylate